COC=1C2=C(N=CN1)C1=C(N2CC(F)(F)F)C=NC(=C1)CN(C)C 1-(4-methoxy-5-(2,2,2-trifluoroethyl)-5H-pyrido[4',3':4,5]-pyrrolo[3,2-d]pyrimidin-8-yl)-N,N-dimethylmethanamine